(1R,2R,3S,4R,5S)-N-(3,4-dichlorophenyl)-3-(2-fluoropyridin-4-yl)-5-hydroxy-7-oxabicyclo[2.2.1]Heptane-2-carboxamide ClC=1C=C(C=CC1Cl)NC(=O)[C@H]1[C@H]2C[C@@H]([C@@H]([C@@H]1C1=CC(=NC=C1)F)O2)O